NC1=C2N=CN(C2=NC(=N1)Cl)[C@H]1C[C@@H]([C@H](O1)COC(C(=O)O)C(=O)O)O 2-(((2R,3S,5R)-5-(6-amino-2-chloro-9H-purin-9-yl)-3-hydroxytetrahydrofuran-2-yl)methoxy)malonic acid